((4-(2-((1-benzylpiperidin-4-yl)methyl)-1-oxo-2,3-dihydro-1H-inden-5-yl)piperidin-1-yl)methyl)-1-methyl-1H-indole-5-carbonitrile C(C1=CC=CC=C1)N1CCC(CC1)CC1C(C2=CC=C(C=C2C1)C1CCN(CC1)CC=1N(C2=CC=C(C=C2C1)C#N)C)=O